1-(8-bromo-2-chloro-9-ethyl-9H-purin-6-yl)piperidin-4-ol BrC=1N(C2=NC(=NC(=C2N1)N1CCC(CC1)O)Cl)CC